sodium-zinc-sodium [Na].[Zn].[Na]